1-(2-(3-oxo-3-(4-(5-(trifluoromethyl)pyrimidin-2-yl)piperazin-1-yl)propoxy)ethyl)-6-((2-(trimethylsilyl)ethoxy)methyl)pyrido[2,3-d]pyridazine-2,5(1H,6H)-dione O=C(CCOCCN1C(C=CC2=C1C=NN(C2=O)COCC[Si](C)(C)C)=O)N2CCN(CC2)C2=NC=C(C=N2)C(F)(F)F